BrC=1C=C(C=CC1)N1N=NC=2C1=NC=CC2 3-(3-Bromophenyl)triazolo[4,5-b]pyridine